2-(4-(4-((1r,4r)-4-aminocyclohexylamino)-2-(3,5-difluorophenylamino)pyrimidin-5-yl)-1H-pyrazol-1-yl)ethan-1-ol NC1CCC(CC1)NC1=NC(=NC=C1C=1C=NN(C1)CCO)NC1=CC(=CC(=C1)F)F